CC1=CC=C(C=C1)S(=O)(=O)N[C@](CC1=CC=CC=C1)(N)C1=CC=CC=C1 (S)-N-(p-Toluenesulfonyl)-1,2-diphenylethanediamine